C1(CC1)C(NC(=O)[C@H]1N(C[C@@H](C1)O)C([C@H](C(C)(C)C)N1N=NC(=C1)C1CC1)=O)C1OCCCC1 (2S,4R)-N-[cyclopropyl(tetrahydropyran-2-yl)methyl]-1-[(2S)-2-(4-cyclopropyltriazol-1-yl)-3,3-dimethyl-butanoyl]-4-hydroxy-pyrrolidine-2-carboxamide